C1N(CCC2=CC=CC=C12)C[C@H](CN1C(C2=CC=C(C=C2CC1)OC1CN(CCC1)C)=O)O 2-[(2R)-3-(3,4-dihydro-1H-isoquinolin-2-yl)-2-hydroxypropyl]-6-[(1-methyl-3-piperidinyl)oxy]-3,4-dihydroisoquinolin-1-one